16,16-dinonyloxy-5,9-hexadecadiene C(CCCCCCCC)OC(CCCCCC=CCCC=CCCCC)OCCCCCCCCC